[Na+].[Na+].[Na+].S1C=NC2=C1C(=CC=C2)S(=O)(=O)[O-].S2C=NC1=C2C(=CC=C1)S(=O)(=O)[O-].S1C=NC2=C1C(=CC=C2)S(=O)(=O)[O-] benzothiazole-7-sulfonic acid trisodium salt